C(C)(=O)C1=NN(C2=CC=C(C=C12)C=1C=NC(=NC1)C)CC(=O)N1[C@@H](C[C@H](C1)F)C(=O)NC1=CC(=NC=C1Br)F (2S,4R)-1-(2-(3-acetyl-5-(2-methylpyrimidin-5-yl)-1H-indazol-1-yl)acetyl)-N-(5-bromo-2-fluoropyridin-4-yl)-4-fluoropyrrolidine-2-carboxamide